ClC1=C(C=C2C(=C(N(C2=C1F)C)C1=NN=C(N1)CSC)N1C=NC=C1)OC 6-chloro-7-fluoro-3-(1H-imidazol-1-yl)-5-methoxy-1-methyl-2-(5-((methylthio)methyl)-4H-1,2,4-triazol-3-yl)-1H-indole